5-bromo-1H-pyrrolo[2,3-b]pyridine-2-carboxylic acid BrC=1C=C2C(=NC1)NC(=C2)C(=O)O